O=C1OC2(C3=C(N1)N=CC=C3)CCN(CCC2)C(=O)OC(C)(C)C Tert-butyl 2'-oxo-1',2'-dihydrospiro[azepane-4,4'-pyrido[2,3-d][1,3]oxazine]-1-carboxylate